OC1=C(C(/C=C/C2=CC=C(C=C2)C)=O)C=CC=C1 2'-Hydroxy-4-methylchalcone